(1s,4s)-4-(8-(3-chlorophenylamino)-2-(1-methylcyclopentylamino)-9H-purin-9-yl)cyclohexanol ClC=1C=C(C=CC1)NC=1N(C2=NC(=NC=C2N1)NC1(CCCC1)C)C1CCC(CC1)O